7-{3-[3,5-bis(ethoxycarbonyl)-1H-pyrazol-1-yl]azetidin-1-yl}-6-fluoro-4-oxo-1-(1,3-thiazol-2-yl)-1,4-dihydro-1,8-naphthyridine-3-carboxylic acid C(C)OC(=O)C1=NN(C(=C1)C(=O)OCC)C1CN(C1)C1=C(C=C2C(C(=CN(C2=N1)C=1SC=CN1)C(=O)O)=O)F